5-((3-(5-(2,6-difluoro-4-methylphenyl)-4,5-dihydro-1H-pyrazole-1-carbonyl)-bicyclo[1.1.1]pentan-1-yl)-methoxy)pyrazine-2-carbonitrile FC1=C(C(=CC(=C1)C)F)C1CC=NN1C(=O)C12CC(C1)(C2)COC=2N=CC(=NC2)C#N